N1-methyl-4-[(trifluoromethyl)sulfanyl]benzene-1,2-diamine CNC=1C(=CC(=CC1)SC(F)(F)F)N